dimethyl-2,6-octadien-1-ol CC(C=CCCC=CC)(O)C